ethyl 2-(7-bromo-4-oxo-5-phenyl-pyrrolo[2,1-f][1,2,4]triazin-3-yl)acetate BrC1=CC(=C2C(N(C=NN21)CC(=O)OCC)=O)C2=CC=CC=C2